cyclopenta[d][1,3]dioxol-5-amine O1COC2=C1C=C(C2)N